methyl trans-4-[(5-cyano-2-methyl-3-pyridyl)methyl]cyclohexanecarboxylate C(#N)C=1C=C(C(=NC1)C)C[C@@H]1CC[C@H](CC1)C(=O)OC